2,7-di-tert-butyl-9,9-dimethyl-xanthene-4,5-dicarboxylic acid C(C)(C)(C)C1=CC=2C(C=3C=C(C=C(C3OC2C(=C1)C(=O)O)C(=O)O)C(C)(C)C)(C)C